Titanium-Chromium [Cr].[Ti]